(R)-6-(4-methyl-1-oxo-1,3-dihydro-isobenzofuran-5-yl)-4-((6-(3-methyl-1H-1,2,4-triazol-1-yl)pyridin-3-yl)methyl)piperazin-2-one CC1=C2COC(C2=CC=C1[C@@H]1CN(CC(N1)=O)CC=1C=NC(=CC1)N1N=C(N=C1)C)=O